N,N-dimethyl-3-(5-(4-(2-oxopyrrolidin-1-yl)phenyl)pyridin-3-yl)-1H-pyrrolo[2,3-b]pyridine-5-sulfonamide CN(S(=O)(=O)C=1C=C2C(=NC1)NC=C2C=2C=NC=C(C2)C2=CC=C(C=C2)N2C(CCC2)=O)C